C(C)OC(=O)C1CCN(CC1)C1=CC(=C(C=C1)C=1CCN(CC1)C(=O)OC(C)(C)C)F tert-butyl 4-{4-[4-(ethoxycarbonyl) piperidin-1-yl]-2-fluorophenyl}-3,6-dihydropyridine-1(2H)-carboxylate